[Si](C)(C)(C(C)(C)C)OCC=1N=C(SC1C)C1=CC=C(C(=O)OC(C)(C)C)C=C1 tert-Butyl 4-(4-(((tert-butyldimethylsilyl)oxy)methyl)-5-methylthiazol-2-yl)benzoate